7-(3-(1-ethyl-1H-pyrazol-4-yl)-7,8-dihydro-1,6-naphthyridin-6(5H)-yl)-2,8-dimethyl-4H-pyrimido[1,2-b]pyridazin-4-one C(C)N1N=CC(=C1)C=1C=NC=2CCN(CC2C1)C=1C(=CC=2N(N1)C(C=C(N2)C)=O)C